C1(CCC1)[C@@H](C(=O)N[C@H]1C2=C(CN3N(C1=O)CCC3)C=CC=C2)CC(=O)NC2=CC(=NN2C)NC(C(C)C)=O (S)-2-Cyclobutyl-N4-(3-isobutyramido-1-methyl-1H-pyrazol-5-yl)-N1-((S)-11-oxo-2,3,10,11-tetrahydro-1H,5H-benzo[d]pyrazolo[1,2-a][1,2]diazepin-10-yl)succinamid